3',4'-diamino-N-isopentyl-[1,1'-biphenyl]-3-carboxamide NC=1C=C(C=CC1N)C1=CC(=CC=C1)C(=O)NCCC(C)C